Fumaric acid-N,N-dibutylamide C(CCC)N(C(\C=C\C(=O)O)=O)CCCC